N-hydroxyformimidamide ONC=N